CS(=O)(=O)[O-].C(CCC)(=O)OC1=C(C=C(C[NH+]2CCOCC2)C=C1)OCC#C 4-(4-(butyryloxy)-3-(prop-2-yn-1-yloxy)benzyl)morpholin-4-ium methanesulfonate